NC1=NN(C(=C1C(=O)NCC1=C(C=C(C=C1)OC)OC)C1=CC=NC=C1)CC1=CC=C(C=C1)OC 3-amino-N-(2,4-dimethoxybenzyl)-1-(4-methoxybenzyl)-5-(pyridin-4-yl)-1H-pyrazole-4-carboxamide